3-methyltetrahydrofuran-2,5-dione CC1C(OC(C1)=O)=O